C(CCC)OCCC1=CSC=C1 3-(2-butoxyethyl)thiophene